2-(2-Chloro-4,5-difluorobenzylidene)hydrazinecarboximidamide ClC1=C(C=NNC(N)=N)C=C(C(=C1)F)F